C(C)(C)(C)OC(=O)N1C[C@H]2N(C3=C(OCC2)C=C(C(=C3)OC)C(=O)O)CC1 (S)-3-(tert-Butyloxycarbonyl)-10-methoxy-2,3,4,4a,5,6-hexahydro-1H-benzo[b]pyrazino[1,2-d][1,4]oxazepine-9-carboxylic acid